CC=1C=CC2=C(CCCOO2)C1 7-methyl-3,5-dihydro-2H-benzodioxepin